(R)-2-((2-ethyl-7-fluoro-5-(4-(2-(3-hydroxyazetidin-1-yl)-2-oxoethyl)-2-(trifluoromethyl)piperazin-1-yl)-2H-indazol-3-yl)(methyl)amino)-4-(4-fluorophenyl)thiazole-5-carbonitrile C(C)N1N=C2C(=CC(=CC2=C1N(C=1SC(=C(N1)C1=CC=C(C=C1)F)C#N)C)N1[C@H](CN(CC1)CC(=O)N1CC(C1)O)C(F)(F)F)F